ClC1=C(C=C(C(=C1)C)C)NC=1N(C2=NC(=NC=C2N1)NC1CCOCC1)C1CCC(CC1)C(=O)N (1s,4s)-4-(8-(2-chloro-4,5-dimethylphenylamino)-2-(tetrahydro-2H-pyran-4-ylamino)-9H-purin-9-yl)cyclohexanecarboxamide